CC1(OC(C(O1)C(=O)OCCCCCCCOC(CCCCCCCCCCC)=O)C(=O)OCCCCCCCCC=CCCCCCCCC)CCCCN1CCCC1 (Z)-4-(7-(dodecanoyloxy)heptyl) 5-(octadec-9-en-1-yl) 2-methyl-2-(4-(pyrrolidin-1-yl)butyl)-1,3-dioxolane-4,5-dicarboxylate